C(#N)N1CC2=CC=CC(=C2C1)C1=C(C=CC=C1)S(=O)(=O)NC 2-(2-cyanoisoindolin-4-yl)-N-methylbenzenesulfonamide